FC(C1=NC=CC=C1)(F)F 2-(trifluoromethyl)Pyridine